2-amino-3-methoxy-2-methyl-propane-1-ol hydrochloride Cl.NC(CO)(COC)C